C1(CC1)C1=CC(=NN1C1=CC=C(C=C1)CN)C(F)(F)F 1-[4-[5-cyclopropyl-3-(trifluoromethyl)pyrazol-1-yl]phenyl]methylamine